1-(2-chloroethyl)-3-(3-nitro-5-(trifluoromethyl)phenyl)-1-(4-(quinolin-4-yloxy)phenyl)urea ClCCN(C(=O)NC1=CC(=CC(=C1)C(F)(F)F)[N+](=O)[O-])C1=CC=C(C=C1)OC1=CC=NC2=CC=CC=C12